C1(CC1)C1=NC(=CC2=C1CN(C2=O)C2=CC(=CC=C2)C2(COC2)CC2=NN=CN2C)C=O 4-cyclopropyl-2-(3-{3-[(4-methyl-1,2,4-triazol-3-yl)methyl]oxetan-3-yl}phenyl)-1-oxo-3H-pyrrolo[3,4-c]pyridine-6-carbaldehyde